C(C)(C)OC=1C=C(C#N)C=CC1NC=1C2=C(N=CN1)C=CN2C 3-isopropoxy-4-[(5-methylpyrrolo[3,2-d]pyrimidin-4-yl)amino]benzonitrile